C1(=CC=CC=C1)C=1C=CC=2N(C3=CC=C(C=C3C2C1)C1=CC=CC=C1)C=1C(=C(C(=NC1N1C2=C(C=3C=CC=CC13)C=NC=C2)N2C1=C(C=3C=CC=CC23)C=NC=C1)N1C2=C(C=3C=CC=CC13)C=NC=C2)C2=CC=CC=C2 5,5',5''-(5-(3,6-diphenyl-9H-carbazol-9-yl)-4-phenylpyridine-2,3,6-triyl)tris(5H-pyrido[4,3-b]indole)